BrC=1C=C(C=CC1)C(C(=O)OC)C1CCCCC1 Methyl (3-bromophenyl)(cyclohexyl)acetate